N-[(2-Amino-3-pyridyl)sulfonyl]-6-(4,5-difluoro-2-methoxyphenyl)-2-[(4S)-2,2,4-trimethylpyrrolidin-1-yl]pyridin-3-carboxamid NC1=NC=CC=C1S(=O)(=O)NC(=O)C=1C(=NC(=CC1)C1=C(C=C(C(=C1)F)F)OC)N1C(C[C@@H](C1)C)(C)C